C[C@@]1([C@@H](C1)C)C(=O)OC1=CC=C(C=C1)[N+](=O)[O-] 4-nitrophenyl (1R,2R)-1,2-dimethylcyclopropane-1-carboxylate